5-[(dimethylamino)methyl]-4-methylimidazolidine-2-on CN(C)CC1C(NC(N1)=O)C